BrC=1C=C2C=CC(=NC2=C(C1)Cl)NC1=CC2=C(OC(O2)(F)F)C=C1 6-bromo-8-chloro-N-(2,2-difluorobenzo[d][1,3]dioxol-5-yl)quinolin-2-amine